FC1(CCC(CC1)C1=NC=CC(=C1NC(=O)C=1C=NC(=NC1)OC(COC)C)C1=C(C=CC(=C1)F)F)F N-(2-(4,4-difluorocyclohexyl)-4-(2,5-difluorophenyl)pyridin-3-yl)-2-((1-methoxypropan-2-yl)oxy)pyrimidine-5-carboxamide